ClC=1C=C2C=C(NC2=CC1)CNC(N(C)[C@H]1CN(CCC1)C(=O)C1=NOC(=C1)CO)=O (R)-3-((5-chloro-1H-indol-2-yl)methyl)-1-(1-(5-(hydroxymethyl)isoxazole-3-carbonyl)piperidin-3-yl)-1-methylurea